(S)-5-ethyl-3-fluoro-5-(3-(3-fluoro-5-methoxypyridin-4-yl)phenyl)-8,8-dimethyl-5,8,9,10-tetrahydrobenzo[b][1,8]naphthyridin-6(7H)-one C(C)[C@]1(C2=C(NC=3N=CC(=CC13)F)CC(CC2=O)(C)C)C2=CC(=CC=C2)C2=C(C=NC=C2OC)F